C1(=CC=CC2=CC=CC=C12)[C@@H](C)N R-1-(naphthalen-1-yl)ethylamine